bis(12-(perfluoro-t-butoxy)dodecyl)amine FC(C(C(F)(F)F)(C(F)(F)F)OCCCCCCCCCCCCNCCCCCCCCCCCCOC(C(F)(F)F)(C(F)(F)F)C(F)(F)F)(F)F